C(C)(C)(C)OC(=O)N(C(OC(C)(C)C)=O)C1=NC=NC(=C1C)NC1=CC(=C2N(C1=O)C1(CCCCC1)NC2=O)Cl tert-butyl N-tert-butoxycarbonyl-N-[6-[(8-chloro-1,5-dioxo-spiro[2H-imidazo[1,5-a]pyridine-3,1'-cyclohexane]-6-yl)amino]-5-methyl-pyrimidin-4-yl]carbamate